8-((4-((4-fluoro-3-methylphenyl)((tetrahydrofuran-3-yl)methyl)amino)cyclohexyl)(methyl)amino)-5-methyl-6-oxo-5,6-dihydro-1,5-naphthyridine-2-carbonitrile FC1=C(C=C(C=C1)N(C1CCC(CC1)N(C1=CC(N(C=2C=CC(=NC12)C#N)C)=O)C)CC1COCC1)C